C(C)(C)(C)OC(=O)N1CC(C(CC1)F)O N-t-butoxycarbonyl-3-hydroxy-4-fluoropiperidine